6-chloro-3-[hydroxy-(3-methoxyisoxazol-5-yl)methylene]-5-[4-[(3R)-3-hydroxypyrrolidin-1-yl]phenyl]indolin-2-one ClC1=C(C=C2C(C(NC2=C1)=O)=C(C1=CC(=NO1)OC)O)C1=CC=C(C=C1)N1C[C@@H](CC1)O